tert-butyl (5-((2-morpholinopyrimidin-5-yl)oxy)thiazol-2-yl)carbamate O1CCN(CC1)C1=NC=C(C=N1)OC1=CN=C(S1)NC(OC(C)(C)C)=O